(2R,3R)-3-isopropylaziridine C(C)(C)[C@@H]1CN1